methyl 4-(5-fluoro-4-(1-fluoroethyl) pyridin-3-yl)-2-(fluoromethyl)-5-oxo-1,4,5,7-tetrahydrofuro[3,4-b]pyridine-3-carboxylate FC=1C(=C(C=NC1)C1C2=C(NC(=C1C(=O)OC)CF)COC2=O)C(C)F